sodium diethylentriamine pentamethylene phosphonate P1(OCCCCCO1)=O.NCCNCCN.[Na]